ClC1=CC=C(NC2=NC=CC(=C2C(=N)NO)OCCO)C=C1 2-(4-chloroanilino)-N-hydroxy-4-(2-hydroxyethoxy)pyridine-3-carboxamidine